1-(3-Methylbut-3-en-1-yn-1-yl)-2-nitrobenzene CC(C#CC1=C(C=CC=C1)[N+](=O)[O-])=C